COC=1C=C(C=CC1)C=1NC2=CC=C(C=C2C1C)CC1=NC=C(C(=N1)C)C(=O)N [[2-(3-methoxyphenyl)-3-methyl-1H-indol-5-yl]methyl]-4-methyl-pyrimidine-5-carboxamide